N-(5-chloro-2-nitrobenzyl)-1-(furan-2-yl)methylamine ClC=1C=CC(=C(CNCC=2OC=CC2)C1)[N+](=O)[O-]